6-(4-(1-((tert-butyldimethyl-silyl)oxy)ethyl)-2H-1,2,3-triazol-2-yl)-5-chloropyridin-3-amine C(C)(C)(C)[Si](OC(C)C1=NN(N=C1)C1=C(C=C(C=N1)N)Cl)(C)C